ClC=1C=C(C=CC1)N1C(\C(\CC1=O)=C/C1=C(OC2=CC=C(C(=O)OC3=CC=CC4=CC=CC=C34)C=C2)C=CC=C1)=O Naphthalen-1-yl (Z)-4-(2-((1-(3-chlorophenyl)-2,5-dioxopyrrolidin-3-ylidene)methyl)phenoxy)benzoate